3-bromo-5-fluoro-1-trityl-1H-pyrazolo[3,4-b]pyridine BrC1=NN(C2=NC=C(C=C21)F)C(C2=CC=CC=C2)(C2=CC=CC=C2)C2=CC=CC=C2